C(#N)C=1C=C(C=CC1)C=1N=C(SC1C1=CC(=NC(=C1)C)C)NC(=O)N1CCC2(C(NC(N2)=O)=O)CC1 N-[4-(3-cyanophenyl)-5-(2,6-dimethyl-4-pyridinyl)thiazol-2-yl]-2,4-dioxo-1,3,8-triazaspiro[4.5]decane-8-carboxamide